BrC1=CC(=NC(=C1I)F)NC(=O)[C@H](C(C1CC1)C1CC1)NC(OC(C)(C)C)=O tert-butyl N-[(1S)-1-[(4-bromo-6-fluoro-5-iodo-2-pyridyl)carbamoyl]-2,2-dicyclopropyl-ethyl]carbamate